[N+](=O)([O-])C1=C(C(=CC(=C1)C(F)(F)F)[N+](=O)[O-])N(C(CC)=O)CCC N-(2,6-dinitro-4-(trifluoromethyl)phenyl)-N-propylpropanamide